(R or S)-5-(2-(3-(2-(4-chloro-5-fluorothiophen-2-yl)ethyl)-3-(ethoxymethyl) pyrrolidin-1-yl)propan-2-yl)-2-methylpyridinecitrate ClC=1C=C(SC1F)CCC1(CN(CC1)C(C)(C)C=1C=C[C@@](NC1)(C(C(CC(=O)[O-])(O)C(=O)[O-])C(=O)[O-])C)COCC |o1:20|